(1S,2S)-N-(6-(5-amino-2-methylphenyl)imidazo[1,2-a]pyridin-2-yl)-2-fluorocyclopropane-1-carboxamide NC=1C=CC(=C(C1)C=1C=CC=2N(C1)C=C(N2)NC(=O)[C@H]2[C@H](C2)F)C